N1C=C(C2=CC=CC=C12)CCNC1=NC(=NC2=C1OCCN2)C=2C(NC(=CC2)C)=O 3-[4-[2-(1H-indol-3-yl)ethylamino]-7,8-dihydro-6H-pyrimido[5,4-b][1,4]oxazin-2-yl]-6-methyl-1H-pyridin-2-one